CN(C(/C=C/CC[C@@H](C(=O)NC=1C(N(C=CC1)CC1=NC2=C(N1C(=O)OC(C)(C)C)C=C(C=C2CC(C)(C)C)F)=O)NC(=O)OC)=O)C (S,E)-tert-butyl 2-((3-(7-(dimethylamino)-2-((methoxycarbonyl) amino)-7-oxohept-5-enamido)-2-oxopyridin-1(2H)-yl)methyl)-6-fluoro-4-neopentyl-1H-benzo[d]imidazole-1-carboxylate